N1C=C(C2=CC=CC=C12)CC[C@@H]1N(CCC2=CC(=C(C=C12)OCC)OC)C(COC)=O (S)-1-(1-(2-(1H-indol-3-yl)ethyl)-7-ethoxy-6-methoxy-3,4-dihydroisoquinoline-2(1H)-yl)-2-methoxyethane-1-one